C(C=C)C1(N(CCC1)S(=O)(=O)C1=C(C=C(C=C1)C)N1C[C@H](CC1)C=C)C(=O)NC1CCC(CC1)(F)F |r| Allyl-N-(4,4-difluorocyclohexyl)-1-((4-methyl-2-((RS)-3-vinylpyrrolidin-1-yl)phenyl)sulfonyl)pyrrolidine-2-carboxamide